C1(CC1)C1N(CCNC1)S(=O)(=O)N cyclopropylpiperazine-1-sulfonamide